N=1NC(NC(C1)=O)=O 1,2,4-triazine-3,5(2h,4H)-dione